FC=1C(=C(C=CC1F)[C@@H]1[C@@H](O[C@]([C@@H]1C)(C(F)(F)F)C)C(=O)NC1=C(C(=NC=C1)C(=O)N)F)OC 4-[[(2R,3r,4r,5r)-3-(3,4-difluoro-2-methoxy-phenyl)-4,5-dimethyl-5-(trifluoromethyl)tetrahydrofuran-2-carbonyl]amino]-3-fluoro-pyridine-2-carboxamide